Benzo(GHI)Perylene C1=CC=2C=3C4=C1C=CC1=CC=CC(C5=CC=CC(=CC2)C35)=C14